[N+](=O)([O-])C=1C=CC(=NC1)C1=NOC(=C1)C=1C=NC=C(N1)C1=CC=C(C=C1)S(=O)(=O)C(C)C 3-(3-(5-nitropyridin-2-yl)isoxazol-5-yl)-5-(4-(isopropylsulfonyl)phenyl)pyrazine